N-(4-((4-(3-(hydroxymethyl)tetrahydrofuran-3-yl)-6-(methylsulfonyl)pyridin-2-yl)amino)-5-(imidazo[2',1':2,3]thiazolo[5,4-b]pyridin-7-yl)pyridin-2-yl)acetamide OCC1(COCC1)C1=CC(=NC(=C1)S(=O)(=O)C)NC1=CC(=NC=C1C1=CC=C2C(=N1)SC=1N2C=CN1)NC(C)=O